C(CCCCCCCCCCCCC)(=O)O Myristic Acid